N-{3-[2-(2-chloropyrimidin-4-yl)-acetyl]-2-fluoro-phenyl}-2,5-difluorobenzenesulfonamide ClC1=NC=CC(=N1)CC(=O)C=1C(=C(C=CC1)NS(=O)(=O)C1=C(C=CC(=C1)F)F)F